7,11-Hexadecadienal C(CCCCCC=CCCC=CCCCC)=O